2-phenylthio-1,3-bis(α-hydroxyisopropyl)benzene C1(=CC=CC=C1)SC1=C(C=CC=C1C(C)(C)O)C(C)(C)O